14-hydroxytetradecyl eicos-11-enoate C(CCCCCCCCCC=CCCCCCCCC)(=O)OCCCCCCCCCCCCCCO